[N+](=O)([O-])C=1C=CC2=C(N=C(O2)N2[C@H]3COC[C@@H]2CC=2N=C(SC23)NC(OC(C)(C)C)=O)C1 tert-Butyl [(4S,8S)-10-(5-nitro-1,3-benzoxazol-2-yl)-4,7,8,9-tetrahydro-5H-4,8-epiminooxocino[5,4-d][1,3]thiazol-2-yl]carbamate